ClC=1C=CC(=CC1)Cl 3,6-dichloro-benzol